O=C1NC(CCC1N1C(C2=CC=CC(=C2C1)C#CCCCCCN1N=C(C2=CC=C(C=C12)C(=O)NC=1N=CC=2N(C1)C=C(N2)[C@@H]2N(CCC2)C)C)=O)=O 1-(7-(2-(2,6-dioxopiperidin-3-yl)-1-oxoisoindolin-4-yl)hept-6-yn-1-yl)-3-methyl-N-(2-((R)-1-methylpyrrolidin-2-yl)imidazo[1,2-a]pyrazin-6-yl)-1H-indazole-6-carboxamide